methyl 3-(6-(((tert-butyldiphenylsilyl)oxy)methyl)quinolin-2-yl)cyclopentane-1-carboxylate [Si](C1=CC=CC=C1)(C1=CC=CC=C1)(C(C)(C)C)OCC=1C=C2C=CC(=NC2=CC1)C1CC(CC1)C(=O)OC